3-(3-Cyanophenyl)-1-(2-methoxypyrimidin-5-yl)-1-((5-(trifluoromethyl)-1H-pyrazol-3-yl)methyl)urea C(#N)C=1C=C(C=CC1)NC(N(CC1=NNC(=C1)C(F)(F)F)C=1C=NC(=NC1)OC)=O